BrC=1C=C(C(=NC1)F)C(=S)N1CCOCC1 (5-bromo-2-fluoropyridin-3-yl)(morpholino)methanethione